{1,5,9-triazacyclododecane-1,5-diylbis[methylene(2-hydroxy-5-methyl-3,1-phenylene)methyleneazanediylmethylene]}bis(phosphonic acid) N1(CCCN(CCCNCCC1)CC=1C(=C(C=C(C1)C)CNCP(O)(O)=O)O)CC=1C(=C(C=C(C1)C)CNCP(O)(O)=O)O